C(CCC)CC(C)(CC)OOC(CCC(=O)[O-])(C)OOC(CCCCC)(C)CC 4,4-bis(n-butyl t-amylperoxy)valerate